CCCCCC(/C=C/C=C\\C/C=C\\C/C=C\\CCCC(=O)O)OO The molecule is a HPETE that consists of (5Z,8Z,11Z,13E)-icosatetraenoic acid in which the hydroperoxy group is located at position 15. It has a role as a human xenobiotic metabolite. It is a conjugate acid of a 15-HPETE(1-).